4-[(1S,4R)-5-(cyclopropylmethyl)-2,5-diazabicyclo[2.2.1]hept-2-yl]-2-(1-methyl-1H-pyrazol-4-yl)pyrimidine-5-carbonitrile C1(CC1)CN1[C@H]2CN([C@H](C1)C2)C2=NC(=NC=C2C#N)C=2C=NN(C2)C